C[C@H](C(=O)O)NCC(=O)O The molecule is a derivative of D-alanine having a carboxymethyl substituent on the alpha-nitrogen. It is a conjugate acid of a N-(carboxylatomethyl)-D-alanine.